C(C)(C)(C)OC(NCC(C=O)C)=O (2-METHYL-3-OXO-PROPYL)-CARBAMIC ACID TERT-BUTYL ESTER